COC(=O)C=1NC(=CC1)C=1C=NN(C1)C1=CC=CC=C1 5-(1-phenyl-1H-pyrazol-4-yl)-1H-pyrrole-2-carboxylic acid methyl ester